ClC1=C(C=C(C=C1)F)[C@H](CC)C1=CC(=NN1C)C (1S,2R)-1-(2-chloro-5-fluorophenyl)-1-(1,3-dimethyl-1H-pyrazol-5-yl)propan